NC1=NC=CC(=N1)C=1C2=C(C(=NC1)NCC=1C=C(C(=O)NCCN3CCCCC3)C=CC1)CCO2 3-(((7-(2-Aminopyrimidin-4-yl)-2,3-dihydrofuro[3,2-c]pyridin-4-yl)amino)methyl)-N-(2-(piperidin-1-yl)ethyl)benzamide